CC1=C(C=C(C=C1)NC(C1=CC(=NC=C1)C(F)(F)F)=O)C=1C=NC(=C(C1)N1CCOCC1)C#CC1CN(CCC1)S(=O)(=O)C N-(4-methyl-3-(6-((1-(methylsulfonyl)piperidin-3-yl)ethynyl)-5-morpholinopyridin-3-yl)phenyl)-2-(trifluoromethyl)isonicotinamide